N1N=NC(=C1)C#N 1H-1,2,3-triazole-4-carbonitrile